C(C)(C)(C)OC(=O)N[C@@H](C(=O)OC)CC1=CNC2=CC=C(C=C12)OCC#C methyl (R)-2-((tert-butoxycarbonyl)amino)-3-(5-(prop-2-yn-1-yloxy)-1H-indol-3-yl)propanoate